C[Si](O\C=C(\C=C)/C)(C)C trimethyl({[(1E)-2-methylbuta-1,3-dien-1-yl]oxy})silane